C(C)(=O)N1C(CC(C2=CC(=CC=C12)C1=CC=C(C=C1)N1CCC(CC1)N1CCN(CC1)CC1=CC=C(C=C1)N1C(NC(CC1)=O)=O)NC1=CC=C(C=C1)Cl)C 1-(4-((4-(1-(4-(1-acetyl-4-((4-chlorophenyl)amino)-2-methyl-1,2,3,4-tetrahydroquinolin-6-yl)phenyl)piperidin-4-yl)piperazin-1-yl)methyl)phenyl)dihydropyrimidine-2,4(1H,3H)-dione